NC1=CC=CC(=N1)S(=O)(=O)NC(=O)C=1C(=NC(=CC1)C1=NC(=CN=C1)OCC)N1C(CC(C1)C)(C)C N-[(6-Amino-2-pyridyl)sulfonyl]-6-(6-ethoxypyrazin-2-yl)-2-(2,2,4-trimethylpyrrolidin-1-yl)pyridin-3-carboxamid